CC(C)(COCC1CO1)COCC2CO2 diglycidyloxyneopentane